CN(C1(CCC1)CNC1=NC(=NC2=C(C(=CC=C12)C1=CC(=CC=2CCCC(C12)CC)O)F)OC[C@]12CCCN2C[C@@H](C1)F)C 4-(4-(((1-(dimethylamino)cyclobutyl)methyl)amino)-8-fluoro-2-(((2R,7aS)-2-fluorotetrahydro-1H-pyrrolizin-7a(5H)-yl)methoxy)quinazolin-7-yl)-5-ethyl-5,6,7,8-tetrahydronaphthalen-2-ol